1-(heptyloxy)dec-1-eneN C(CCCCCC)OC=CC=CCCCCCC